(4S)-N-{((R or S)-3-chloro-4-fluorophenyl)[5-fluoro-6-(2,2,2-trifluoro-ethoxy)pyridin-2-yl]methyl}-2-oxoimidazolidine-4-carboxamide ClC=1C=C(C=CC1F)C(NC(=O)[C@H]1NC(NC1)=O)C1=NC(=C(C=C1)F)OCC(F)(F)F